N1C=C(C2=CC=CC=C12)C=1C=2N(N=C(C1)N[C@H]1CNCCC1)C=C(N2)C(F)(F)F (R)-8-(1H-indol-3-yl)-N-(piperidin-3-yl)-2-(trifluoromethyl)imidazo[1,2-b]pyridazin-6-amine